1-(8-cyanoimidazo[1,2-a]Pyridin-5-yl)-5-(trifluoromethyl)-1H-pyrazole-4-carboxamide C(#N)C=1C=2N(C(=CC1)N1N=CC(=C1C(F)(F)F)C(=O)N)C=CN2